C(C)OC(OCC)[SiH2]CCCN=C=O 3-(diethoxymethylsilyl)propyl isocyanate